CS(=O)(=O)N1CC2(CNC2)CC1 6-(methylsulfonyl)-2,6-diazaspiro[3.4]octane